(6-methylpyridin-3-yl)methyl-5H-pyrrolo[3,2-d]pyrimidin-4-amine CC1=CC=C(C=N1)CC=1N=C(C2=C(N1)C=CN2)N